(R)-5-((2-(2-cyano-4-methoxyphenyl)-2-azaspiro[3.3]heptan-6-yl)oxy)-2'-ethoxy-N-(pyrrolidin-3-yl)-[2,3'-bipyridine]-6-carboxamide C(#N)C1=C(C=CC(=C1)OC)N1CC2(C1)CC(C2)OC=2C=CC(=NC2C(=O)N[C@H]2CNCC2)C=2C(=NC=CC2)OCC